5-(2-((7-Chloro-1,2,3,4-tetrahydroisoquinolin-6-yl)amino)-5-(trifluoromethyl)pyrimidin-4-yl)thiophene ClC1=C(C=C2CCNCC2=C1)NC1=NC=C(C(=N1)C1=CC=CS1)C(F)(F)F